NC=1C(=NC(=CN1)Cl)C=O 3-AMINO-6-CHLOROPYRAZINE-2-CARBALDEHYDE